5-[3-oxo-3-[rac-(3aS,6aS)-2,3,3a,4,6,6a-hexahydro-1H-pyrrolo[3,4-c]pyrrol-5-yl]propyl]pyrrolidin-2-one hydrochloride Cl.O=C(CCC1CCC(N1)=O)N1C[C@H]2[C@H](C1)CNC2 |r|